FC1(CCN(CCC1)C=1N=NC(=C(C1C(=O)NC1=CC(=CC=C1)S(C)(=N)=N)C)C(F)(F)F)F 3-(4,4-difluoroazepan-1-yl)-N-{3-[diimino(methyl)-λ6-sulfanyl]phenyl}-5-methyl-6-(trifluoromethyl)pyridazine-4-carboxamide